2-(4-methyl-3-pentenyl)-6-chloro-9-acryloyloxy-10-hydroxy-1,4-dihydroanthracene CC(=CCCC=1CC2=C(C3=CC=C(C=C3C(=C2CC1)O)Cl)OC(C=C)=O)C